2,4-Dichloro-5-iodopyrimidine ClC1=NC=C(C(=N1)Cl)I